(S)-2-(4,6-dimethylpyrazolo[1,5-a]pyrazin-2-yl)-6-(hexahydropyrrolo[1,2-a]pyrazin-2(1H)-yl)quinazolin-4(3H)-one bistrifluoroacetate FC(C(=O)O)(F)F.FC(C(=O)O)(F)F.CC=1C=2N(C=C(N1)C)N=C(C2)C2=NC1=CC=C(C=C1C(N2)=O)N2C[C@H]1N(CC2)CCC1